(S)-quinuclidin-3-yl (2,2-dimethyl-5-(4-morpholinophenyl)-2,3-dihydro-1H-inden-1-yl)carbamat CC1(C(C2=CC=C(C=C2C1)C1=CC=C(C=C1)N1CCOCC1)NC(O[C@@H]1CN2CCC1CC2)=O)C